1-(6-Bromo-2-(1H-tetrazol-5-yl)pyridin-3-yl)pentan-1-ol triethylamine salt C(C)N(CC)CC.BrC1=CC=C(C(=N1)C1=NN=NN1)C(CCCC)O